N-[2-{2-(dimethylamino)ethoxy}ethyl]-N-methylethanolamine CN(CCOCCN(CCO)C)C